methyl-2-benzyl-7-((4,4,5,5-tetramethyl-1,3,2-dioxaborolan-2-yl)methyl)-2-azaspiro[4.5]decane CC1N(CCC12CC(CCC2)CB2OC(C(O2)(C)C)(C)C)CC2=CC=CC=C2